NC1=C(C=2C(=NC=C(N2)O)N1C1=C(C(=CC=C1C)OC)C)C(=O)N 6-amino-2-hydroxy-5-(3-methoxy-2,6-dimethylphenyl)-5H-pyrrolo[2,3-b]pyrazine-7-carboxamide